C(#N)CN1N=C2C(N(C(C(=C2N2[C@H](CN([C@@H](C2)C)[C@@H](C)C=2C=C3N=CC=NC3=CC2)C)C#N)=O)C)=C1 (cyanomethyl)-7-((2S,5R)-2,5-dimethyl-4-((S)-1-(quinoxalin-6-yl)ethyl)piperazin-1-yl)-4-methyl-5-oxo-4,5-dihydro-2H-pyrazolo[4,3-B]pyridine-6-carbonitrile